ClC=1N=C(C2=C(N1)C(=CS2)CN2[C@H](COCC2)C)N2[C@@H](COCC2)C (S)-4-((2-chloro-4-((R)-3-methylmorpholino)thieno[3,2-d]pyrimidin-7-yl)methyl)-3-methylmorpholine